2-(3-(bromomethyl)-5-fluorophenyl)ethane-1-ol BrCC=1C=C(C=C(C1)F)CCO